The molecule is an N-methylated tetrahydroisoquinoline carrying phenyl and amino substituents at positions C-4 and C-8, respectively. It has a role as a dopamine uptake inhibitor. CN1CC(C2=C(C1)C(=CC=C2)N)C3=CC=CC=C3